C(C)(=O)C=1C=C(C=C2C(C(=C(OC12)S(=O)CC)C)=O)F 8-acetyl-2-(ethylsulfinyl)-6-fluoro-3-methyl-4H-chromen-4-one